FC1=CC(=C(C=C1)C1(CC2C(N(OC2(C)C)C)C(C1)C)C)C 5-(4-fluoro-2-methylphenyl)-1,3,3,5,7-pentamethyloctahydrobenzo[c]isoxazole